5-(aminomethyl)-3-(cyclohex-1-en-1-yl)-2-phenyl-6-(quinoxalin-6-yl)pyrazolo[1,5-a]pyrimidin-7(4H)-one NCC=1NC=2N(C(C1C=1C=C3N=CC=NC3=CC1)=O)N=C(C2C2=CCCCC2)C2=CC=CC=C2